4-(2-(4-bromophenyl)-1,2-diphenylvinyl)-N,N-dimethylaniline BrC1=CC=C(C=C1)C(=C(C1=CC=CC=C1)C1=CC=C(N(C)C)C=C1)C1=CC=CC=C1